BrC1=C(N)C=C(C(=C1F)N1C[C@H](CC1)OC)F (S)-2-bromo-3,5-difluoro-4-(3-methoxypyrrolidin-1-yl)aniline